C(C1=CC=CC=C1)C1=CC=C(C=C1)C1=C2C(=NO1)C=CC(=C2)C=O 3-(4-benzyl-phenyl)benzo[c]isoxazole-5-carbaldehyde